N-[2-hydroxy-1-(1-methyl-1H-pyrazol-3-yl)ethyl]-2-methyl-5-[(pyridin-2-yl)methoxy]-2H-indazole-3-carboxamide OCC(C1=NN(C=C1)C)NC(=O)C=1N(N=C2C=CC(=CC12)OCC1=NC=CC=C1)C